tert-Butyl 4-((6-((2-chloro-4-cyclopropylphenoxy)methyl)pyridin-2-yl)methyl)piperidine-1-carboxylate ClC1=C(OCC2=CC=CC(=N2)CC2CCN(CC2)C(=O)OC(C)(C)C)C=CC(=C1)C1CC1